O1COC2=C1C=CC(=C2)[C@H]2[C@@H]([C@@H]([C@H]2C2=CC1=C(OCO1)C=C2)C(=O)O)C(=O)O (1R,2S,3R,4S)-3,4-bis(benzo[d][1,3]dioxolane-5-yl)cyclobutane-1,2-dicarboxylic acid